[Si](C)(C)(C(C)(C)C)OCC1=NC=C(C=C1C(C)=O)F 1-(2-(((tert-butyldimethylsilyl)oxy)methyl)-5-fluoropyridin-3-yl)ethan-1-one